5-(2-{4-[(1E)-2-(4-butylcyclohex-1-en-1-yl)-1,2-difluoroethenyl]phenyl}ethynyl)-1,3-difluoro-2-isothiocyanatobenzene C(CCC)C1CC=C(CC1)\C(=C(/F)\C1=CC=C(C=C1)C#CC=1C=C(C(=C(C1)F)N=C=S)F)\F